2-phenyl-5-(10-phenylanthracen-9-yl)naphtho[1,2-b]furan C1(=CC=CC=C1)C1=CC2=C(O1)C1=CC=CC=C1C(=C2)C=2C1=CC=CC=C1C(=C1C=CC=CC21)C2=CC=CC=C2